N-(2-(5-fluoropyridin-2-yl)-1H-pyrrolo[3,2-c]pyridin-6-yl)cyclopropanecarboxamide FC=1C=CC(=NC1)C1=CC=2C=NC(=CC2N1)NC(=O)C1CC1